(R)-6-((2-(1-(cyclopropylsulfonyl)-1H-pyrazol-4-yl)pyrimidin-4-yl)amino)-N-(2-fluoro-3-hydroxy-3-methylbutyl)-4-(isopropylamino)nicotinamide C1(CC1)S(=O)(=O)N1N=CC(=C1)C1=NC=CC(=N1)NC1=NC=C(C(=O)NC[C@H](C(C)(C)O)F)C(=C1)NC(C)C